IC1=NN(C2=CC=C(C=C12)C#N)C1=CC=C(C=C1)OC(F)(F)F 3-iodo-1-[4-(trifluoromethoxy)phenyl]indazole-5-carbonitrile